N1-([2,2'-bipyridin]-5-yl)-N1,N3,N3-trimethylpropane-1,3-diamine N1=C(C=CC(=C1)N(CCCN(C)C)C)C1=NC=CC=C1